FC1=C(C=2CCCC(C2C=C1)NC)C=1C=C2C(=CN1)NN=C2C=2C(=NC=CC2)C(=O)NC (5-(2-fluoro-5-(methylamino)-5,6,7,8-tetrahydronaphthalen-1-yl)-1H-pyrazolo[3,4-c]pyridin-3-yl)-N-methylpyridinecarboxamide